FC1=C(C=C(C=C1)C1=CC(=NO1)CN1C(=NC2=C(C1=O)CCNC2)C)O 3-((5-(4-Fluoro-3-hydroxyphenyl)isoxazol-3-yl)methyl)-2-methyl-5,6,7,8-tetrahydropyrido[3,4-d]pyrimidin-4(3H)-one